m-Ethylaniline C(C)C=1C=C(N)C=CC1